ClC1=NC=C2C=C(CN(C2=C1)CCCN1CCOCC1)C1=C(C(=CC(=C1Cl)OC)OC)Cl 7-chloro-3-(2,6-dichloro-3,5-dimethoxyphenyl)-1-(3-morpholinopropyl)-1,6-naphthyridine